C(#N)CSC(=S)N(C1=CC=CC=C1)C.CC(C(=O)O)C 2-methylpropanoic acid cyanomethyl-methyl-(phenyl)aminodithioformate